2-Propanyl 4-{(3S,5aR,6R,7R,8aS)-6-[(1E,3S)-4-(2,5-difluorophenoxy)-3-hydroxy-1-buten-1-yl]-7-hydroxyoctahydro-2H-cyclopenta[b]oxepin-3-yl}butanoate FC1=C(OC[C@H](/C=C/[C@H]2[C@@H](C[C@@H]3OC[C@H](CC[C@@H]32)CCCC(=O)OC(C)C)O)O)C=C(C=C1)F